(4-amino-2,3-dihydro-1H-inden-5-yl)(cyclobutyl)methanol NC1=C2CCCC2=CC=C1C(O)C1CCC1